8-(2,4-Dimethylphenyl)-9-(4-((1-(3-fluoropropyl)azetidin-3-yl)methyl)phenyl)-6,7-dihydro-5H-benzo[7]annulen CC1=C(C=CC(=C1)C)C=1CCCC2=C(C1C1=CC=C(C=C1)CC1CN(C1)CCCF)C=CC=C2